FCCN1CC(CC1)CNC(=O)C1CCN(CC1)C1=NC(=NO1)C1=CC=C(C=C1)OC N-((1-(2-fluoroethyl)pyrrolidin-3-yl)methyl)-1-(3-(4-methoxyphenyl)-1,2,4-oxadiazol-5-yl)piperidine-4-carboxamide